2-chloro-1-(2,4-dichlorophenyl)ethyl methanesulfonate CS(=O)(=O)OC(CCl)C1=C(C=C(C=C1)Cl)Cl